C(CCCCCCC)N=C1C=CN(C=C1)CCCCCCCCCCN1C=CC(C=C1)=NCCCCCCCC N-Octyl-1-[10-(4-octyliminopyridin-1-yl)decyl]pyridin-4-imin